FC=1C=C(C=C(C1)OC(F)(F)F)C1=CC(=NN1C=1C=NC=C(C1)C(F)(F)F)C(=O)O 5-(3-fluoro-5-(trifluoromethoxy)phenyl)-1-(5-(trifluoromethyl)pyridin-3-yl)-1H-pyrazole-3-carboxylic acid